N1N=C(C2=CC=CC=C12)C1CCN(CC1)C1=CC=C2C(=N1)OC(=N2)N2CCOCC2 5-(4-(1H-indazol-3-yl)piperidin-1-yl)-2-morpholinooxazolo[5,4-b]pyridine